4-amino-1,1,1,5,5,5-hexafluoropentan-2-one NC(CC(C(F)(F)F)=O)C(F)(F)F